C(C)(=O)C(C(C(=O)[O-])(O)C(C)=O)(O)C(=O)[O-] diacetyltartrate